OC(CC#N)C 3-hydroxybutyronitrile